[3-{[(1r,4r)-4-(aminomethyl)cyclohexyl]amino}-4-(trifluoromethyl)phenyl]-1,3,4-oxadiazol-2(3H)-one hydrochloride Cl.NCC1CCC(CC1)NC=1C=C(C=CC1C(F)(F)F)N1C(OC=N1)=O